C(C)OC1=C(C=CC(=N1)[C@@H](CS(=O)(=O)C)N1CC2=CC=CC(=C2C1=O)NC(CC)=O)OC (S)-N-(2-(1-(6-ethoxy-5-methoxypyridin-2-yl)-2-(methylsulfonyl)ethyl)-3-oxoisoindol-4-yl)propionamide